2-[4-[2-[2-(2-aminoethoxy)ethoxy]-2-hydroxy-phenyl]-6-(4-methoxyphenyl)-1,3,5-triazin-2-yl]phenol bis-hydrochloride Cl.Cl.NCCOCCOC1(C(C=CC=C1)C1=NC(=NC(=N1)C1=CC=C(C=C1)OC)C1=C(C=CC=C1)O)O